benzoxazolothioate O1C(=NC2=C1C=CC=C2)C([O-])=S